2,5-bis(2-ethylhexanoyl-peroxy)-2,5-dimethyl-hexane methyl-6-amino-2,3-difluorobenzoate COC(C1=C(C(=CC=C1N)F)F)=O.C(C)C(C(=O)OOC(C)(CCC(C)(C)OOC(C(CCCC)CC)=O)C)CCCC